C[Si](OC=1C=C(C=C)C=CC1)(C(C)C)C 3-(dimethylisopropylsiloxy)-styrene